N,N-dimethyl-1,6-diaminohexane CN(CCCCCCN)C